Cl.C(CCCCCCCCCCCCC)OCC(=O)O (tetradecyloxy)acetate hydrochloride